C(CCC)OC(C)COC(C)COC(C)CO tripropylene glycol mono-normal-butyl ether